4-(6-(spiro[3.3]hept-2-ylcarbamoyl)pyridin-3-yl)piperazine-1-carboxylic acid tert-butyl ester C(C)(C)(C)OC(=O)N1CCN(CC1)C=1C=NC(=CC1)C(NC1CC2(C1)CCC2)=O